NC1=NC=NN2C1=C(C=C2[C@H]2[C@@H]([C@@H]([C@H](O2)CON2C(CCC1=CC=CC=C21)=O)O)O)C2=NN(C=C2)C (((2R,3S,4R,5S)-5-(4-amino-5-(1-methyl-1H-pyrazol-3-yl)pyrrolo[2,1-f][1,2,4]triazin-7-yl)-3,4-dihydroxytetrahydrofuran-2-yl)methoxy)-3,4-dihydroquinolin-2(1H)-one